(S)-2-(1-(4-amino-3-(2,3-difluoro-4-methoxyphenyl)-1H-pyrazolo[3,4-d]pyrimidin-1-yl)ethyl)-5-chloro-3-phenylquinazolin-4(3H)-one citrate C(CC(O)(C(=O)O)CC(=O)O)(=O)O.NC1=C2C(=NC=N1)N(N=C2C2=C(C(=C(C=C2)OC)F)F)[C@@H](C)C2=NC1=CC=CC(=C1C(N2C2=CC=CC=C2)=O)Cl